C(C1=CC=CC=C1)C1=NC2=C(N1)C=C(C=C2C(=O)OC)Br Methyl 2-benzyl-6-bromo-1H-benzimidazole-4-carboxylate